[C@@H]1([C@H](O)[C@@H](O)[C@H](O)[C@H](O1)CO)OC[C@H]([C@H]([C@@H]([C@H](C=O)O)O)O)O 6-O-β-D-glucosyl-D-glucose